BrC=1C=C2C=CN(C2=CC1)S(=O)(=O)C1=CC=CC=C1 5-bromo-1-(phenylsulfonyl)-1H-indole